5,10,15-Triiodophenyl-20-(4-methylthiophenyl)porphyrin IC=1C=CC=C(C1)C1=C2NC(=C1)C=C1C=CC(=N1)C(=C1C=CC(N1)=C(C=1C=CC(N1)=C2C=2SC=C(C2)C)I)I